(S)-2-(N-[4-Amino-5-(4-chlorobenzoyl)thiazol-2-yl]-4-chloroanilino)propanamid NC=1N=C(SC1C(C1=CC=C(C=C1)Cl)=O)N(C1=CC=C(C=C1)Cl)[C@H](C(=O)N)C